γ-methacryloxypropylmethyldipropoxysilane C(C(=C)C)(=O)OCCC[Si](OCCC)(OCCC)C